N-[(2-amino-3-methylquinolin-7-yl)methyl]-N-(2-methanesulfonylpyridin-3-yl)pyridine-3-carboxamide NC1=NC2=CC(=CC=C2C=C1C)CN(C(=O)C=1C=NC=CC1)C=1C(=NC=CC1)S(=O)(=O)C